FC(OC=1C=CC(=NC1)C1=C(C(N(C2=NC=CC=C12)CCN1CCOCC1)=O)C(=O)NC(C)C1=CC=C(C=C1)F)F (5-(difluoromethoxy)pyridin-2-yl)-N-(1-(4-fluorophenyl)ethyl)-1-(2-morpholinoethyl)-2-oxo-1,2-dihydro-1,8-naphthyridine-3-carboxamide